N-(azetidin-3-yl)-2,4-difluoro-6-((2-fluoro-4-iodophenyl)amino)benzamide N1CC(C1)NC(C1=C(C=C(C=C1NC1=C(C=C(C=C1)I)F)F)F)=O